FC(C=1C=NC(=NC1)N1CCN(CC1)C(=O)C1CNC1)(F)F 3-(4-(5-trifluoromethylpyrimidin-2-yl)piperazine-1-carbonyl)azetidine